lithium triethoxide [O-]CC.[O-]CC.[O-]CC.[Li+].[Li+].[Li+]